C(C1=CC=CC=C1)N(C(=O)C=1C=NN2C1CN(CC2)C(=O)C=2NC1=CC=CC=C1C2)C N-benzyl-5-(1H-indole-2-carbonyl)-N-methyl-4H,5H,6H,7H-pyrazolo[1,5-a]pyrazine-3-carboxamide